C(C)(=O)C1=CC=C2C=C(C3(C2=C1)CCC(CC3)(C(=O)OC)N(C(C(F)(F)F)=O)C3=CC(=C(C=C3)F)Cl)Br methyl (1s,4s)-6'-acetyl-2'-bromo-4-[(3-chloro-4-fluorophenyl)(trifluoroacetyl)amino]spiro[cyclohexane-1,1'-indene]-4-carboxylate